N-((1r,4r)-4-(quinazolin-2-ylamino)cyclohexyl)-N-(4-(4,4,5,5-tetramethyl-1,3,2-dioxaborolan-2-yl)phenyl)acetamide N1=C(N=CC2=CC=CC=C12)NC1CCC(CC1)N(C(C)=O)C1=CC=C(C=C1)B1OC(C(O1)(C)C)(C)C